Pyridin-3-ylmethyl-5-(1-benzofuran-5-sulfonyl)-1H,2H,3H,4H,5H,6H-pyrrolo[3,4-c]pyrrole-2-carboxamide N1=CC(=CC=C1)CC1N(CC2=C1CN(C2)S(=O)(=O)C=2C=CC1=C(C=CO1)C2)C(=O)N